CC1(O[C@H]2[C@@H](O1)OC([C@H]2CC(=O)OCC)(COS(=O)(=O)C)COS(=O)(=O)C)C Ethyl 2-((3aR,6S,6aR)-2,2-dimethyl-5,5-bis(((methylsulfonyl)oxy)methyl)tetrahydrofuro[2,3-d][1,3]dioxol-6-yl)acetate